oleyl-Amine oxide C(CCCCCCC\C=C/CCCCCCCC)[NH2]=O